1-(((2S,3R)-3-ethyl-5-oxopyrrolidin-2-yl)methoxy)-8,9-dihydrofuro[2,3-h]isoquinoline C(C)[C@H]1[C@H](NC(C1)=O)COC1=NC=CC2=CC=C3C(=C12)CCO3